3,6-bis(4-aminobiphenyloxy)benzonorbornene NC=1C=C(C(=CC1)C1=CC=CC=C1)OC1C2C3=C(C1CC2)C=C(C=C3)OC=3C(=CC=C(C3)N)C3=CC=CC=C3